ClC1=NC=C(C(=N1)N1CC(C1)(N1C[C@H]2N(CC1)C[C@@H](C2)F)CC#N)C 2-(1-(2-chloro-5-methylpyrimidin-4-yl)-3-((7R,8aS)-7-fluorohexahydropyrrolo[1,2-a]pyrazin-2(1H)-yl)azetidin-3-yl)acetonitrile